CP(SC1CS(CC1)(=O)=O)C 3-dimethylphosphinothiotetrahydrothiophene-1,1-dioxide